(R)-N-(5-(3-(1-((5-cyclopropylthiazol-2-yl)amino)-1-oxopropan-2-yl)phenyl)pyridin-2-yl)acrylamide C1(CC1)C1=CN=C(S1)NC([C@H](C)C=1C=C(C=CC1)C=1C=CC(=NC1)NC(C=C)=O)=O